1-(1-((1-Methyl-1H-1,2,4-triazol-3-yl)methoxy)isoquinolin-4-yl)ethanone CN1N=C(N=C1)COC1=NC=C(C2=CC=CC=C12)C(C)=O